CC(C)(C)[S@@](=O)N[C@@H]1C2=CC(=CC=C2CC12CCNCC2)C2=CC=CC=C2 (R)-2-methyl-N-((S)-5-phenyl-1,3-dihydrospiro[indene-2,4'-piperidine]-3-yl)propane-2-sulfinamide